COC=1C=C(C=CC1)C(NC(=O)C=1C(NC(=CC1)C(F)(F)F)=O)C1=CC=CC=C1 N-((3-methoxyphenyl)(phenyl)methyl)-2-oxo-6-(trifluoromethyl)-1,2-dihydropyridine-3-carboxamide